(S)-1-benzyl-N-(2-((3,3-difluoropyrrolidin-1-yl)methyl)-4-methyl-5-oxo-5,6,7,8-tetrahydro-4H-pyrazolo[1,5-a][1,3]diazepin-6-yl)-1H-1,2,4-triazole-3-carboxamide C(C1=CC=CC=C1)N1N=C(N=C1)C(=O)N[C@@H]1C(N(C=2N(CC1)N=C(C2)CN2CC(CC2)(F)F)C)=O